(E)-N-(1-(4-((4-([1,2,4]triazolo[1,5-a]pyridin-7-yloxy)-3-methylphenyl)amino)pyrrolo[2,1-f][1,2,4]triazin-5-yl)pyrrolidin-3-yl)-4-(dimethylamino)-N-methylbut-2-enamide N=1C=NN2C1C=C(C=C2)OC2=C(C=C(C=C2)NC2=NC=NN1C2=C(C=C1)N1CC(CC1)N(C(\C=C\CN(C)C)=O)C)C